4-(2-bromophenyl)-2-(tetrahydrofuran-2-yl)-2H-1,2,3-triazole BrC1=C(C=CC=C1)C1=NN(N=C1)C1OCCC1